NC12COC(CC1)(CC2)C(=O)OC methyl 4-amino-2-oxabicyclo[2.2.2]octane-1-carboxylate